Ethyl 1-(4-chloro-2-methylsulfanyl-pyrimidin-5-yl)cyclopropanecarboxylate ClC1=NC(=NC=C1C1(CC1)C(=O)OCC)SC